4-(dimethylamino)-N-((1s,4s)-4-(5-ethynyl-2-((4-(4-methylpiperazin-1-yl)phenyl)amino)-7-oxopyrido[2,3-d]pyrimidin-8(7H)-yl)cyclohexyl)butanamide CN(CCCC(=O)NC1CCC(CC1)N1C(C=C(C2=C1N=C(N=C2)NC2=CC=C(C=C2)N2CCN(CC2)C)C#C)=O)C